Cesium format C(=O)[O-].[Cs+]